[Cl-].C[N+](CCC[Si](OCC)(OCC)OCC)(C)C trimethyl-[3-(triethoxysilyl)propyl]Ammonium chloride